ClCCC[Si](O[Si](C)(C)C)(O[Si](C)(C)C)O[Si](C)(C)C chloropropyltris-(trimethylsiloxy)-silane